C(#N)C=1C=NN2C1C(=CC(=C2)C=2C=NN(C2)[C@@H]2CN(CCC2)C(=O)OC(C)(C)C)SC2=NC(=CC=C2)F tert-butyl (3S)-3-[4-[3-cyano-4-[(6-fluoro-2-pyridyl)sulfanyl]pyrazolo[1,5-a]pyridin-6-yl]pyrazol-1-yl]piperidine-1-carboxylate